C(C)(=O)OC1=CC(=CC=C1)C(NC1=CC(=CC=C1)C=1N=C(N(C1C1=CC(=NC=C1)NC(C)=O)COCC[Si](C)(C)C)SC)=O 3-((3-(5-(2-acetamidopyridin-4-yl)-2-(methylthio)-1-((2-(trimethylsilyl)ethoxy)methyl)-1H-imidazol-4-yl)phenyl)carbamoyl)phenyl acetate